C(CCCCC)OC[C@@H](OCCCCCC)COP(=O)(O)O 1,2-dihexyl-sn-glycero-3-phosphate